methyl 5-((4-((1-methoxypentan-3-yl)amino)-5-(trifluoromethyl)pyrimidin-2-yl)amino)-2-(4,4,5,5-tetramethyl-1,3,2-dioxaborolan-2-yl)benzoate COCCC(CC)NC1=NC(=NC=C1C(F)(F)F)NC=1C=CC(=C(C(=O)OC)C1)B1OC(C(O1)(C)C)(C)C